5-Chloro-1H-pyrazolo[3,4-B]pyridine ClC=1C=C2C(=NC1)NN=C2